C(=O)O.NCCC(=O)N1CCN(CC1)C(=O)C1=C(C=C(NC=2C=3N(C=CN2)C(=CN3)C=3C(=NN(C3)CC#N)C(F)(F)F)C=C1)Cl 2-[4-[8-[4-[4-(3-aminopropanoyl)piperazine-1-carbonyl]-3-chloroanilino]imidazo[1,2-a]pyrazin-3-yl]-3-(trifluoromethyl)pyrazol-1-yl]acetonitrile formate